8-bromo-N-[2-(3,3-difluoropyrrolidin-1-yl)-4-(2-fluorophenyl)-3-pyridyl]-3,4-dihydro-1H-isoquinoline-2-carboxamide BrC=1C=CC=C2CCN(CC12)C(=O)NC=1C(=NC=CC1C1=C(C=CC=C1)F)N1CC(CC1)(F)F